5-(2-(6-oxa-3-azabicyclo[3.1.1]heptan-3-yl)acetamido)-2-methylpyridin C12CN(CC(O1)C2)CC(=O)NC=2C=CC(=NC2)C